C(CC=C)N1N=CN=C1 1-(3-buten-1-yl)-1H-1,2,4-triazole